NCC(=O)NCCCCCCNC(O)=O {6-[(aminoacetyl)amino]hexyl}carbamic acid